C(#N)C1=CC=2N(N=C1)C(=CC2)C2=CC(=C(C=N2)C2=NN(CS2)C(=O)N2CCC(CC2)NC(C)=O)NC(C)C N-(1-(5-(6-(3-cyanopyrrolo[1,2-b]pyridazin-7-yl)-4-(isopropylamino)pyridin-3-yl)-1,3,4-thiadiazol-3-carbonyl)piperidin-4-yl)acetamide